(2R,6R)-4-(7-Chloropyrazolo[1,5-a]pyridin-4-yl)-6-methyl-N-(1-methyl-4-piperidinyl)morpholine-2-carboxamide ClC1=CC=C(C=2N1N=CC2)N2C[C@@H](O[C@@H](C2)C)C(=O)NC2CCN(CC2)C